3-(1-(2,6-dihydroxy-5'-methyl-4-pentyl-1',2',3',4'-tetrahydro-[1,1'-biphenyl]-3-yl)ethyl)-1,1-dimethylurea OC1=C(C(=CC(=C1C(C)NC(N(C)C)=O)CCCCC)O)C1CCCC(=C1)C